CC1NC(CC2(C1)OCC(C1=C2SC(=C1)C(F)(F)F)O)C=1N=NN(C1)C 2'-methyl-6'-(1-methyltriazol-4-yl)-2-(trifluoromethyl)spiro[4,5-dihydrothieno[2,3-c]pyran-7,4'-piperidine]-4-ol